t-butyl (S)-2-((7-((5-cyanothiophen-2-yl) methoxy)-3,4-dihydroisoquinolin-2(1H)-yl) methyl)-1-((oxetan-2-yl) methyl)-1H-benzo[d]imidazole-6-carboxylate C(#N)C1=CC=C(S1)COC1=CC=C2CCN(CC2=C1)CC1=NC2=C(N1C[C@H]1OCC1)C=C(C=C2)C(=O)OC(C)(C)C